2-(4-(((2-(4'-chloro-[1,1'-biphenyl]-4-yl)cyclopropyl)amino)methyl)piperidin-1-yl)-N-hydroxypyrimidine-5-carboxamide TFA Salt OC(=O)C(F)(F)F.ClC1=CC=C(C=C1)C1=CC=C(C=C1)C1C(C1)NCC1CCN(CC1)C1=NC=C(C=N1)C(=O)NO